O1C(OCC1)C=1C(=C(CN(C2=NC=CC(=N2)Cl)C)C=CC1)OCC1=CC=C(C=C1)OC N-(3-(1,3-dioxolan-2-yl)-2-((4-methoxybenzyl)oxy)benzyl)-4-chloro-N-methylpyrimidin-2-amine